P(=O)(O)(O)N[C@@H](CCCNC(N)=N)C(=O)O Anti-Phosphoarginine